N-ethyl-3-phenyl-N-(3-(4-(3-phenylpropoxy)phenyl)propyl)propan-1-amine C(C)N(CCCC1=CC=CC=C1)CCCC1=CC=C(C=C1)OCCCC1=CC=CC=C1